(±)-3-(2-methoxypyridin-4-yl)-3-{5-[3-(5,6,7,8-tetrahydro-1,8-naphthyridin-2-yl)propyl]-1H-pyrazol-1-yl}propanoic acid COC1=NC=CC(=C1)[C@@H](CC(=O)O)N1N=CC=C1CCCC1=NC=2NCCCC2C=C1 |r|